6-chloro-8-((1S,2S)-2-(4-(difluoromethyl)phenyl)cyclopropyl)imidazo[1,2-b]pyridazine ClC=1C=C(C=2N(N1)C=CN2)[C@@H]2[C@H](C2)C2=CC=C(C=C2)C(F)F